C(=O)C1=C(C=C(C=C1)N1C(N=C(C=C1)NC(=O)N1CCN(CC1)C(CC(C)(C)NC(OC(C)(C)C)=O)=O)=O)C(F)(F)F tert-butyl (4-(4-((1-(4-formyl-3-(trifluoromethyl)phenyl)-2-oxo-1,2-dihydropyrimidin-4-yl)carbamoyl)piperazin-1-yl)-2-methyl-4-oxobutan-2-yl)carbamate